4-[[3-[[4-[4-[[2-allyl-1-[6-(1-hydroxy-1-methyl-ethyl)-2-pyridyl]-3-oxo-pyrazolo[3,4-d]pyrimidin-6-yl]amino]phenyl]piperazin-1-yl]methyl]-4-fluoro-phenyl]methyl]-2H-phthalazin-1-one C(C=C)N1N(C2=NC(=NC=C2C1=O)NC1=CC=C(C=C1)N1CCN(CC1)CC=1C=C(C=CC1F)CC1=NNC(C2=CC=CC=C12)=O)C1=NC(=CC=C1)C(C)(C)O